N,N-Dimethyl-1-(2-dodecyloxy-5-ethyl-3-methoxyphenyl)methanamin CN(CC1=C(C(=CC(=C1)CC)OC)OCCCCCCCCCCCC)C